3-(difluoromethyl)-4-phenylpyrrolidine-1-carboxylic acid tert-butyl ester C(C)(C)(C)OC(=O)N1CC(C(C1)C1=CC=CC=C1)C(F)F